ClC1=C(C=C(C(=C1)F)N1C(N(C(N(C1=O)C)=S)C)=O)C1=NOC(C1)(C(=O)Cl)C 3-[2-chloro-5-(3,5-dimethyl-2,6-dioxo-4-thioxo-1,3,5-triazinan-1-yl)-4-fluoro-phenyl]-5-methyl-4H-isoxazole-5-carbonyl chloride